Tert-butyl-4-(6-(6-(difluoromethoxy)-5-((2,4-difluorophenyl)sulfonamido)pyridin-3-yl)quinazolin-4-yl)piperazine C(C)(C)(C)N1CCN(CC1)C1=NC=NC2=CC=C(C=C12)C=1C=NC(=C(C1)NS(=O)(=O)C1=C(C=C(C=C1)F)F)OC(F)F